3-(4-bromo-phenylamino)-propionamide BrC1=CC=C(C=C1)NCCC(=O)N